2-[(2-methylpyridin-3-yl)amino]-4-(trifluoromethyl)benzonitrile CC1=NC=CC=C1NC1=C(C#N)C=CC(=C1)C(F)(F)F